S(N)(OC[C@@H]1O[C@@H]([C@H]([C@H]1O)O)N1C2=NC=NC(=C2N=C1)NC1=CC(=CC=C1)C#C)(=O)=O ((2S,3R,4S,5S)-5-(6-((3-ethynylphenyl) amino)-9H-purin-9-yl)3,4-dihydroxytetra-hydrofuran-2-yl)methyl sulfamate